Di-octyl sulfosuccinate S(=O)(=O)(O)C(C(=O)OCCCCCCCC)CC(=O)OCCCCCCCC